Butyl (E)-3-(1-(3,5-bis(trifluoromethyl)benzyl)-1H-pyrrolo[2,3-b]pyridin-3-yl)-2-cyanoacrylate FC(C=1C=C(CN2C=C(C=3C2=NC=CC3)/C=C(/C(=O)OCCCC)\C#N)C=C(C1)C(F)(F)F)(F)F